2-(2,3-dichlorophenyl)-3-methyl-6-(methylthio)-2H-pyrazolo[3,4-d]pyrimidine ClC1=C(C=CC=C1Cl)N1N=C2N=C(N=CC2=C1C)SC